[Si](O)(O)(O)O.[Na+].[Si]([O-])([O-])(O)O.[Si](O)(O)(O)O.[Na+] sodium sesqui-silicate